ClC1=C(C=C2C(C(=CN(C2=N1)C1=C(C=CC=C1F)F)C(=O)N[C@H](C(F)(F)F)CC)=O)F 7-chloro-1-(2,6-difluorophenyl)-6-fluoro-4-oxo-N-[(2S)-1,1,1-trifluorobutan-2-yl]-1,4-dihydro-1,8-naphthyridine-3-carboxamide